C(C=1C=C(C=C(C(=O)O)C1)N)C=1C=C(C=C(C(=O)O)C1)N 5,5'-methylenebis(3-aminobenzoic acid)